C(C)(C)(C)OCCN(CCC(C(=O)O)NC(=O)C12CC(C1)(C2)C(F)(F)F)CCCCC2=NC=1NCCCC1C=C2 4-[2-tert-butoxyethyl-[4-(5,6,7,8-tetrahydro-1,8-naphthyridin-2-yl)butyl]amino]-2-[[3-(trifluoromethyl)bicyclo[1.1.1]pentane-1-carbonyl]amino]butanoic acid